ethanone O-acetyl oxime C(C)(=O)ON=CC